1,2-dimyristoyloxypropan-3-amine C(CCCCCCCCCCCCC)(=O)OCC(CN)OC(CCCCCCCCCCCCC)=O